C(C)OC1=C(C=CC=C1)C1=CC=C(C=C1)O[C@H]1[C@H](CCCC1)NS(=O)(=O)C(C)C N-{(1S,2R)-2-[(2'-ethoxybiphenyl-4-yl)oxy]cyclohexyl}propane-2-sulfonamide